(3-NITRO-1H-PYRAZOL-1-YL)ACETALDEHYDE [N+](=O)([O-])C1=NN(C=C1)CC=O